N-(3-((2R,4R)-2,4-dimethylpiperidine-1-carbonyl)-7-hydroxy-4,5,6,7-tetrahydrobenzo[b]thiophen-2-yl)nicotinamide C[C@H]1N(CC[C@H](C1)C)C(=O)C=1C2=C(SC1NC(C1=CN=CC=C1)=O)C(CCC2)O